N1(N=NN=C1)C[C@H](C)OC=1C=C(C=CC1Cl)C=1C=NC(=NC1)NC=1C(=NN(C1)C1CCC(CC1)N1CCOCC1)OCCOCC(F)F 5-(3-(((S)-1-(1H-tetrazol-1-yl)propan-2-yl)oxy)-4-chlorophenyl)-N-(3-(2-(2,2-difluoroethoxy)ethoxy)-1-((1r,4r)-4-morpholinocyclohexyl)-1H-pyrazol-4-yl)pyrimidin-2-amine